[Cr](=O)(=O)([O-])O[Cr](=O)(=O)[O-].[NH4+].[NH4+] Ammonium dichromat